1-{6-Benzyl-3,3-dimethyl-1H,2H,3H-pyrrolo[3,2-b]pyridin-1-yl}-2-[(2R,5R)-5-methyl-2-[(morpholin-4-yl)carbonyl]piperazin-1-yl]ethan-1-one dihydrochloride Cl.Cl.C(C1=CC=CC=C1)C=1C=C2C(=NC1)C(CN2C(CN2[C@H](CN[C@@H](C2)C)C(=O)N2CCOCC2)=O)(C)C